(S)-(4-(7-(difluoromethyl)pyrazolo[1,5-a]pyridin-2-yl)-6,7-dihydro-1H-imidazo[4,5-c]pyridin-5(4H)-yl)(5-(1-methyl-1H-pyrazol-4-yl)-1,3,4-oxadiazol-2-yl)methanone FC(C1=CC=CC=2N1N=C(C2)[C@H]2N(CCC1=C2N=CN1)C(=O)C=1OC(=NN1)C=1C=NN(C1)C)F